2-{3-[3-methyl-1-(oxan-2-yl)-1H-pyrazol-5-yl]-5-[(3R)-3-methylmorpholin-4-yl]-[1,2]thiazolo[4,5-b]pyridin-7-yl}-1λ^6,2-thiazinane-1,1-dione CC1=NN(C(=C1)C1=NSC=2C1=NC(=CC2N2S(CCCC2)(=O)=O)N2[C@@H](COCC2)C)C2OCCCC2